3-((1R,3r,5S)-(3-((5-cyclopropyl-3-(2,6-dichlorophenyl)isoxazol-4-yl)methoxy)-8-azabicyclo[3.2.1]octan-8-yl)-1,2,4-oxadiazol-5-yl)thiophene-2-carboxylic acid C1(CC1)C1=C(C(=NO1)C1=C(C=CC=C1Cl)Cl)COC1C[C@H]2CC[C@@H](C1)N2C2=NOC(=N2)C2=C(SC=C2)C(=O)O